[I-].C(CCCCCCCCC)(=O)OC(C)[N+]1(CCC=C(C1)C1=NSN=C1OCCCCCC)C 1-(1-(Decanoyloxy)ethyl)-5-(4-(hexyloxy)-1,2,5-thiadiazol-3-yl)-1-methyl-1,2,3,6-tetrahydropyridin-1-ium iodide